Dodecylorcinol CCCCCCCCCCCCC1=C(C=C(C=C1O)C)O